BrC1=CC=CN2C(=C(C=C12)C#CC([2H])([2H])N(C=1C=CC(=NC1OC)C(=O)O)C(=O)OC(C)(C)C)CC(F)(F)F 5-((3-(8-bromo-3-(2,2,2-trifluoroethyl)indolizin-2-yl)prop-2-yn-1-yl-1,1-d2)(tert-butoxycarbonyl)amino)-6-methoxypicolinic acid